4-[4-(4-Methoxyphenyl)piperidin-1-yl]-1,7-dimethyl-2-oxo-1,2-dihydro-quinoline-3-carbonitrile COC1=CC=C(C=C1)C1CCN(CC1)C1=C(C(N(C2=CC(=CC=C12)C)C)=O)C#N